(5s,8s,10ar)-5-((tert-butoxycarbonyl)amino)-3-(isoquinolin-3-yl)-6-oxo-decahydropyrrolo[1,2-a][1,5]diazocine-8-carboxylic acid C(C)(C)(C)OC(=O)N[C@H]1CN(CC[C@@H]2N(C1=O)[C@@H](CC2)C(=O)O)C=2N=CC1=CC=CC=C1C2